2-[rel-(2R,5S)-5-methyl-2-(2-methylindazol-6-yl)-1-piperidyl]-2-oxo-N-(1H-pyrazolo[4,3-c]pyridin-7-yl)acetamide C[C@H]1CC[C@@H](N(C1)C(C(=O)NC=1C2=C(C=NC1)C=NN2)=O)C=2C=CC1=CN(N=C1C2)C |o1:1,4|